Cl.NC1CC(C1)S(=O)(=O)N ((1r,3r)-3-aminocyclobutyl)sulfonamide hydrochloride